3-(3-Chloro-4-fluorophenyl)-1-methyl-1-(1-(1-((1-methyl-1H-1,2,4-triazol-3-yl)methoxy)isoquinolin-4-yl)ethyl)urea ClC=1C=C(C=CC1F)NC(N(C(C)C1=CN=C(C2=CC=CC=C12)OCC1=NN(C=N1)C)C)=O